ClC(=O)C1(CCN(CC1)C(=O)OC(C)(C)C)F tert-butyl 4-(chlorocarbonyl)-4-fluoropiperidine-1-carboxylate